1-(4-(5-iodopent-1-yn-1-yl)phenyl)dihydropyrimidine-2,4(1H,3H)-dione ICCCC#CC1=CC=C(C=C1)N1C(NC(CC1)=O)=O